CN1N=CC2=CC=C(C=C12)C=1C2=C(NN1)C1=C(C2)SC(=C1)C1=CC=C(CN2C(CNCC2)=O)C=C1 1-(4-(3-(1-methyl-1H-indazol-6-yl)-1,4-dihydrothieno[2',3':4,5]cyclopenta[1,2-c]pyrazol-6-yl)benzyl)piperazin-2-one